O[C@H]1CN(C[C@@H]1O)C(CC1=CC=C(C=C1)NC(=O)NCC1=CC=C(C=C1)OC)=O ({4-[2-((3S,4S)-3,4-dihydroxypyrrolidinyl)-2-oxoethyl]phenyl}amino)-N-[(4-methoxyphenyl)methyl]carboxamide